7-fluoro-3,4-dihydroquinazolin-4-one FC1=CC=C2C(NC=NC2=C1)=O